stilbene-2,2'-disulphonic acid C=1(C(=CC=CC1)S(=O)(=O)O)C=CC=1C(=CC=CC1)S(=O)(=O)O